N-ethyl-methyl-carbamic acid C(C)N(C(O)=O)C